(2R,3S,4S)-4-hydroxy-2-[(4-methoxyphenyl) methyl]pyrrolidin-3-yl N-[(2S)-oxolan-2-ylmethyl]carbamate O1[C@@H](CCC1)CNC(O[C@H]1[C@H](NC[C@@H]1O)CC1=CC=C(C=C1)OC)=O